COC(=O)C=1N=NNC1OC1=CC=C(C=C1)F 5-(4-fluorophenoxy)-1H-1,2,3-triazole-4-carboxylic acid methyl ester